tert-butyl 4-[1-(4-chlorophenyl)-1H-pyrazol-3-yl]piperidine-1-carboxylate ClC1=CC=C(C=C1)N1N=C(C=C1)C1CCN(CC1)C(=O)OC(C)(C)C